NC1=NC2=C(C=3N1N=C(N3)C=3OC=CC3)C=NN2C(C(=O)NCCC2COCC2)(C)C2=CC=CC=C2 2-(5-amino-2-(furan-2-yl)-7H-pyrazolo[4,3-e][1,2,4]triazolo[1,5-c]pyrimidin-7-yl)-2-phenyl-N-(2-(tetrahydrofuran-3-yl)ethyl)propanamide